FC=1C=2N(C=CC1)N=C(C2)[C@@H]2N(CCC1=C2N=CN1)C(=O)C=1C=NN2C1C=CC(=C2)CCOC (R)-(4-(4-fluoropyrazolo[1,5-a]pyridin-2-yl)-6,7-dihydro-1H-imidazo[4,5-c]pyridin-5(4H)-yl)(6-(2-methoxyethyl)pyrazolo[1,5-a]pyridin-3-yl)methanone